C(C)(C)(C)OC(=O)C1=CC=C(C=2N=C(N=NC21)NC2=C(C=C1CCN(CC1=C2)C)OC)C2=C(C=CC=C2)Br (5-(2-bromophenyl)-3-((6-methoxy-2-methyl-1,2,3,4-tetrahydroisoquinolin-7-yl)amino)benzo[e][1,2,4]Triazin-8-yl)carboxylic acid tert-butyl ester